C12CNCC(C1C1=C3C(N(C(C3=CC(=C1F)F)=O)C1C(NC(CC1)=O)=O)=O)C2 4-(3-azabicyclo[3.1.1]heptan-6-yl)-2-(2,6-dioxopiperidin-3-yl)-5,6-difluoroisoindoline-1,3-dione